N1C=NC=C1C=1SC=C(N1)C(=O)NC1CC(C1)C(F)(F)F 2-(1H-imidazol-5-yl)-N-(3-(trifluoromethyl)cyclobutyl)thiazole-4-carboxamide